COC1CC2C(CNC2)=C1 hexahydro-5-methoxycyclopenta[c]pyrrole